C(C)(C)S(=O)(=O)CC=1N=CN(C1)C1=CC=C(C=C1)C1=NOC(=N1)C(F)(F)F 3-(4-(4-((isopropylsulfonyl)methyl)-1H-imidazol-1-yl)phenyl)-5-(trifluoromethyl)-1,2,4-oxadiazole